CN(C(=O)C=1C=C(C=CC1)C(CC(=O)O)N1N=CC2=CC(=CC=C12)CCCC1=NC=2NCCCC2C=C1)C 3-(3-(dimethylcarbamoyl)phenyl)-3-(5-(3-(5,6,7,8-tetrahydro-1,8-naphthyridin-2-yl)propyl)-1H-indazol-1-yl)propionic acid